C12(C(=CC=C3C4=CC=CC=C4C=C13)N)C(=CC=C1C3=CC=CC=C3C=C12)N spirobifluorene-2,2'-diamine